ClC1=C2C(=NN(C2=CC=C1)S(=O)(=O)C1=CC=C(C=C1)C)N1CC(C1)(C)F 4-chloro-3-(3-fluoro-3-methyl-azetidin-1-yl)-1-(p-tolyl-sulfonyl)indazole